C(C)C(C(=O)O)C(C)=O.C(C)OC(CC(C)=O)=O 3-oxobutyric acid ethyl ester (ethyl 3-oxobutyrate)